N1=C2N(C(C=C1)=O)C=CC=C2 pyrido[1,2-a]-pyrimidin-4-one